N-((1S,2S)-2-(6-fluoro-2,3-dimethylphenyl)-1-(5-oxo-4,5-dihydro-1,3,4-oxadiazol-2-yl)propyl)-3,3-dimethyl-piperidine-1-sulfonamide FC1=CC=C(C(=C1[C@@H]([C@@H](C=1OC(NN1)=O)NS(=O)(=O)N1CC(CCC1)(C)C)C)C)C